C(#N)C1=CNC2=C(C=CC(=C12)C)NS(=O)(=O)C1=CC(=CC=C1)N1N=NC(=C1)CCOC N-(3-cyano-4-methyl-1H-indol-7-yl)-3-(4-(2-methoxyethyl)-1H-1,2,3-triazol-1-yl)benzenesulfonamide